[Si](C)(C)(C(C)(C)C)OC1=CC=C(C=C1)C1C(N(C(CC1)=O)CC1=CC(=C(C=C1)OC)OC)=O 3-[4-[tert-butyl(dimethyl)silyl]oxyphenyl]-1-[(3,4-dimethoxyphenyl)methyl]piperidine-2,6-dione